N1CC(C1)C=1C=NC=CC1N1[C@@H](CC1)COC (S)-3-(azetidin-3-yl)-4-(2-(methoxymethyl)azetidin-1-yl)pyridine